4-bromo-3-methoxy-N-methyl-aniline BrC1=C(C=C(NC)C=C1)OC